N1([C@H](C=CC1)C(=O)OC)C(=O)OCC1=CC=CC=C1 1-benzyl 2-methyl (R)-2,5-dihydro-1H-pyrrole-1,2-dicarboxylate